CC1=NC(=CC=C1S(=O)(=O)N1C[C@H]2[C@H](C1)CN(C2)C(=O)C21CCOC(C2)(C1)C)C(F)(F)F |r| Rac-[(3aS,6aS)-5-[[2-methyl-6-(trifluoromethyl)-3-pyridyl]sulfonyl]-1,3,3a,4,6,6a-hexahydropyrrolo[3,4-c]pyrrol-2-yl]-(1-methyl-2-oxabicyclo[3.1.1]heptan-5-yl)methanone